ClC=1C(=C2N=C(N=C3C2=C(OC[C@@H]2[C@@H]4CC[C@H](CN32)N(C4)C(=O)OC(C)(C)C)N1)S(=O)(=O)C)F tert-Butyl (5aS,6R,9R)-2-chloro-1-fluoro-12-(methylsulfonyl)-5a,6,7,8,9,10-hexahydro-5H-4-oxa-3,10a,11,13,14-pentaaza-6,9-ethanonaphtho[1,8-ab]heptalene-14-carboxylate